NC=1C(=C(C=C2C=C(N=CC12)NC(O[C@H]1CN(CC1)C)=O)C1=C(C2=C(OCCN2)N=C1)C)F (R)-1-Methylpyrrolidin-3-yl (8-amino-7-fluoro-6-(8-methyl-2,3-dihydro-1H-pyrido[2,3-b][1,4]oxazin-7-yl)isoquinolin-3-yl)carbamate